C(C)(CC)C1=CC=C(C=C1)NC(=O)C1=CN(C=C1)S(=O)(=O)C=1C=C(N(C1)C)C(=O)N 4-((3-((4-(sec-butyl)phenyl)carbamoyl)-1H-pyrrol-1-yl)sulfonyl)-1-methyl-1H-pyrrole-2-carboxamide